3-(6-chloropyridazin-3-yl)-5-[(1R)-1-(3,5-dichloro-4-pyridyl)ethoxy]-1-tetrahydropyran-2-yl-indazole ClC1=CC=C(N=N1)C1=NN(C2=CC=C(C=C12)O[C@H](C)C1=C(C=NC=C1Cl)Cl)C1OCCCC1